N-cyclopropyl-3-(6,7-dihydro-5H-pyrrolo[1,2-a]imidazol-2-yl)-4-(4-(trifluoromethyl)phenoxy)benzene-sulfonamide C1(CC1)NS(=O)(=O)C1=CC(=C(C=C1)OC1=CC=C(C=C1)C(F)(F)F)C=1N=C2N(C1)CCC2